trisaminomethane HCl Cl.NC(N)N